2-(4-methoxybenzyl)hexahydroimidazo[1,5-a]pyrazin-3(2H)-one hydrochloride Cl.COC1=CC=C(CN2C(N3C(CNCC3)C2)=O)C=C1